ClC=1C(=NC=NC1N1CCS(CC1)(=O)=O)NC1=NNC2=CC(=CC=C12)[C@@H]1C[C@@]12C(NC1=CC=C(C=C21)OC)=O (1R,2S)-2-(3-((5-chloro-6-(1,1-dioxidothiomorpholino)pyrimidin-4-yl)amino)-1H-indazol-6-yl)-5'-methoxyspiro[cyclopropane-1,3'-indolin]-2'-one